B(OC1=C(C(=C(C=C1F)F)F)F)([O-])[O-] (2,3,4,6-tetrafluorophenyl) borate